N4-(2-aminophenyl)-N2-[(3S)-piperidin-3-yl]-5-(trifluoromethyl)pyrimidin-2,4-diamine NC1=C(C=CC=C1)NC1=NC(=NC=C1C(F)(F)F)N[C@@H]1CNCCC1